(S)-2-((2-((S)-4-(Difluoromethyl)-2-oxooxazolidin-3-yl)-8-methyl-5,6-dihydrobenzo[f]imidazo[1,2-d][1,4]oxazepin-9-yl)amino)propionamide FC([C@H]1N(C(OC1)=O)C=1N=C2N(CCOC3=C2C=CC(=C3C)N[C@H](C(=O)N)C)C1)F